COC(C1=NC(=CC=C1B1OC(C(O1)(C)C)(C)C)N1CC2=C(C=CC=C2CC1)C(NC=1SC2=C(N1)C=CC=C2)=O)=O 6-(8-(benzo[d]thiazol-2-ylcarbamoyl)-3,4-dihydroisoquinolin-2(1H)-yl)-3-(4,4,5,5-tetramethyl-1,3,2-dioxaborolan-2-yl)picolinic acid methyl ester